N(=[N+]=[N-])[C@H]1[C@@H](CCC1)O (1R,2R)-2-azidocyclopentan-1-ol